FC(CN1N=CC(=C1)C1=NN2C(N=CC=C2)=C1C(=O)O)(F)F 2-[1-(2,2,2-Trifluoroethyl)pyrazol-4-yl]pyrazolo[1,5-a]pyrimidine-3-carboxylic acid